dihydroxyethylene C=C(O)O